CC1(CN(CC=2C=C(C=NC12)C(F)(F)F)C(=O)OC(C)(C)C)C Tert-butyl 8,8-dimethyl-3-(trifluoromethyl)-5,7-dihydro-1,6-naphthyridine-6-carboxylate